Cl.C(C)(C)(C)C1=NC(=NO1)C(=O)NCC1=C(C=C(C=C1)C1=NC=NN2C1=CC(=C2)C(N(C)C)=O)C 5-(tert-butyl)-N-(4-(6-(dimethylcarbamoyl)pyrrolo[2,1-f][1,2,4]triazin-4-yl)-2-methylbenzyl)-1,2,4-oxadiazole-3-carboxamide hydrochloride